NC1=NC=CC(=C1C#CCC1CCNCC1)N1N=C(C2=CC=CC=C12)N (2-amino-3-(3-(piperidin-4-yl)prop-1-yn-1-yl)pyridin-4-yl)-1H-indazol-3-amine